C(#N)N1CC=C(C=C1)N(C)C N-cyano-4-dimethylamino-pyridine